N=1C(C=2C=CC=C3C2C1C=C1C(=N3)N=CC=C1)=O pyrido[3',2':6,7]azepino[4,3,2-cd]isoindolone